O=C1NC(CCC1C1=C(C(=O)N)C=CC=C1O)=O (2,6-dioxo-3-piperidyl)-3-hydroxy-benzamide